C(C)(C)(C)OC(=O)N1C[C@@H](CCC1)NC1=C(C(=O)O)C=C(C(=N1)C1=CN=C2N1N=C(C(=C2)OC)C2CC2)F (R)-2-((1-(tert-butoxycarbonyl)piperidin-3-yl)amino)-6-(6-cyclopropyl-7-methoxyimidazo[1,2-b]pyridazin-3-yl)-5-fluoronicotinic acid